(+-)-1-(sec-butyl)-3-methyl-1H-pyrazolo[4,3-b]pyridine [C@@H](C)(CC)N1N=C(C2=NC=CC=C21)C |r|